FC1=NC(=C2N=CN(C2=N1)C1OCCCC1)NC1=CC(=C(C=C1)O)C 2-fluoro-6-(4-hydroxy-3-methylanilino)-9-(tetrahydro-2H-pyran-2-yl)-9H-purine